NCC1=NC(=CC=C1)CN 2,6-diaminomethylpyridine